ClC=1C=C2C(=CN(C2=CC1)C1COC1)C1CCN(CC1)C(=O)N1C[C@@H]2[C@@H](OCC(N2)=O)CC1 (-)-cis-6-(4-(5-Chloro-1-(oxetan-3-yl)-1H-indol-3-yl)piperidine-1-carbonyl)hexahydro-2H-pyrido[4,3-b][1,4]oxazin-3(4H)-one